C(C)(C)(C)C1=CC=C(C(=C1)C1=CC=CC=C1)N 5-(t-butyl)-[1,1'-biphenyl]-2-amine